FC(C(=O)N1CC(C1)N1C(N(C2=NC=CC=C21)C=2C=NC(=CC2)C(F)(F)F)=O)=C 1-[1-(2-fluoroacryloyl)azetidin-3-yl]-3-[6-(trifluoromethyl)pyridin-3-yl]-2,3-dihydro-1H-imidazo[4,5-b]pyridin-2-one